FC=1C=NC(=NC1)C1=C(C(=NC=C1)NC1=C(N=NC(=C1)NC1=NC=C(C=C1)N1CCOCC1)C(=O)NC([2H])([2H])[2H])OC 4-{[4-(5-Fluoropyrimidin-2-yl)-3-methoxypyridin-2-yl]amino}-N-(2H3)methyl-6-{[5-(morpholin-4-yl)pyridin-2-yl]amino}pyridazin-3-carboxamid